ClC=1C(=C(C=CC1F)C(=O)C12CC(C1)(C2)C(F)(F)F)F (3-chloro-2,4-difluorophenyl)(3-(trifluoromethyl)bicyclo[1.1.1]pentan-1-yl)methanone